4-(4-amino-5-(4-amino-2-fluorophenyl)pyrrolo[2,1-f][1,2,4]triazin-7-yl)cyclohexane NC1=NC=NN2C1=C(C=C2C2CCCCC2)C2=C(C=C(C=C2)N)F